(S)-N-(8-(2,4-dichlorophenyl)-9-(4-((1-(3-fluoropropyl)pyrrolidin-3-yl)oxy)phenyl)-6,7-dihydro-5H-benzo[7]annulen-3-yl)acetimidamide ClC1=C(C=CC(=C1)Cl)C=1CCCC2=C(C1C1=CC=C(C=C1)O[C@@H]1CN(CC1)CCCF)C=CC(=C2)NC(C)=N